6-chloro-8,8-dimethylspiro[2.5]oct-5-ene-5-carbaldehyde ClC1=C(CC2(CC2)C(C1)(C)C)C=O